[4-({4-[4-(tert-butoxycarbonylamino-methyl)-phenylcarbamoyl]-trans-cyclohexanecarbonyl}-amino)-benzyl]-carbamic acid tert-butyl ester C(C)(C)(C)OC(NCC1=CC=C(C=C1)NC(=O)[C@@H]1CC[C@H](CC1)C(NC1=CC=C(C=C1)CNC(=O)OC(C)(C)C)=O)=O